4-(4-fluoro-3-nitrophenyl)-3,5-dimethyl-1,2-oxazole FC1=C(C=C(C=C1)C=1C(=NOC1C)C)[N+](=O)[O-]